bis(1-adamantyl)-butyl-phosphonium tetrafluoroborate F[B-](F)(F)F.C12(CC3CC(CC(C1)C3)C2)[PH+](CCCC)C23CC1CC(CC(C2)C1)C3